N1N=CC(=C1)C=1C=NC2=CC=C(C=C2N1)C(=O)C=1C(=C(C=CC1)NC(=O)NC1=CC(=C(C=C1)F)F)F 1-(3-(3-(1H-pyrazol-4-yl)quinoxaline-6-carbonyl)-2-fluorophenyl)-3-(3,4-difluorophenyl)urea